C(C)(C)(C)C=1C=C(CC2=C(C(=C(C(=C2C)C)CC2=CC(=C(C(=C2)C(C)(C)C)O)C(C)(C)C)C)C)C=C(C1O)C(C)(C)C 1,4-Bis(3,5-di-tert-butyl-4-hydroxybenzyl)-2,3,5,6-tetramethylbenzol